2-amino-4-(oxolan-3-yl)-1,3-benzothiazole-6-carboxylic acid methyl ester COC(=O)C1=CC2=C(N=C(S2)N)C(=C1)C1COCC1